methyl 5-(((tert-butoxycarbonyl)(methyl)amino)methyl)-2-methylbenzoate C(C)(C)(C)OC(=O)N(C)CC=1C=CC(=C(C(=O)OC)C1)C